C(C)OC(=O)C=1C=NC2=C(C(=CC=C2C1O)F)C1=C(C(=CC(=C1)F)F)F 7-fluoro-4-hydroxy-8-(2,3,5-trifluorophenyl)quinoline-3-carboxylic acid ethyl ester